O=C1N(C(C2=CC=CC=C12)=O)[C@H]1C[C@]2([C@H](CN(C2)C(=O)OC(C)(C)C)C1)C tert-butyl (3aS,5R,6aR)-5-(1,3-dioxoisoindolin-2-yl)-3a-methylhexahydrocyclopenta[c]pyrrole-2(1H)-carboxylate